1-butyl-1-ethylguanidine C(CCC)N(C(=N)N)CC